3-(4-Methoxyphenyl)-1-phenylprop-2-en-1-one COC1=CC=C(C=C1)C=CC(=O)C1=CC=CC=C1